O=C1C(CC=C1)CNC(OCC1=CC=CC=C1)=O benzyl ((2-oxocyclopent-3-en-1-yl)methyl)carbamate